2-PHENOXYPHENYLISOCYANIDE O(C1=CC=CC=C1)C1=C(C=CC=C1)[N+]#[C-]